C1(CC1)NC(C([C@H](C[C@H]1C(NCC1)=O)NC(=O)[C@@H]1[C@H]2C([C@H]2CN1C(=O)C1(CCCC1)C1=CC=CC=C1)(C)C)=O)=O (1R,2S,5S)-N-((S)-4-(Cyclopropylamino)-3,4-dioxo-1-((S)-2-oxopyrrolidin-3-yl)butan-2-yl)-6,6-dimethyl-3-(1-phenylcyclopentanecarbonyl)-3-azabicyclo[3.1.0]hexane-2-carboxamide